(R)-N-(3-(1-((6-amino-[3,3-bipyridin]-5-yl)oxy)ethyl)phenyl)-3-(dimethylamino)-4-methylbenzamide NC1=C(C=C(C=N1)C=1C=NC=CC1)O[C@H](C)C=1C=C(C=CC1)NC(C1=CC(=C(C=C1)C)N(C)C)=O